O=C1C[C@H](N(C(C1)=O)C(=O)OC(C)(C)C)C(=O)OC(C)(C)C 1,2-di-tert-butyl (2S)-4,6-dioxopiperidine-1,2-dicarboxylate